methyl 5-cyano-6-iodonicotinate C(#N)C=1C(=NC=C(C(=O)OC)C1)I